N-[(3R)-1-{5-[5-chloro-3-(2,4,6-trifluorophenyl)pyridin-2-yl]-4,5-dihydro-1,2-oxazol-3-yl}-4,4-difluoropyrrolidin-3-yl]ethanesulfonamide ClC=1C=C(C(=NC1)C1CC(=NO1)N1C[C@H](C(C1)(F)F)NS(=O)(=O)CC)C1=C(C=C(C=C1F)F)F